Octyl-octanoat C(CCCCCCC)OC(CCCCCCC)=O